FC1(C=2N(CCC1)N=C(C2)NC(C2=CC(=C(C=C2)C)C#C)=O)F N-(4,4-difluoro-6,7-dihydro-5H-pyrazolo[1,5-a]pyridin-2-yl)-3-ethynyl-4-methyl-benzamide